CC1=CC=C(C=C1)S(=O)(=O)N1C=C(C2=CC(=CC=C12)C#N)C(CCCl)=O 1-p-toluenesulfonyl-3-(3-chloropropionyl)-5-cyanoindole